ClC=1C=C(C=NC1N1CCNCC1)C#CC=1C=C(C=CC1)CCN 2-[3-[2-(5-chloro-6-piperazin-1-yl-3-pyridyl)ethynyl]phenyl]ethanamine